FC(C1CN(C1)CC=1N=C(C2=C(N1)N=CC=C2)NCC=2C(=NC=CC2)C(F)(F)F)(F)F 2-((3-(trifluoromethyl)azetidin-1-yl)methyl)-N-((2-(trifluoromethyl)pyridin-3-yl)methyl)pyrido[2,3-d]pyrimidin-4-amine